benzyl (S)-4-(7-(8-chloro-3,4-dihydroquinolin-1(2H)-yl)-2-(((S)-1-methylpyrrolidin-2-yl)methoxy)-5,6-dihydroquinazolin-4-yl)-2-(cyanomethyl)piperazine-1-carboxylate ClC=1C=CC=C2CCCN(C12)C=1CCC=2C(=NC(=NC2C1)OC[C@H]1N(CCC1)C)N1C[C@@H](N(CC1)C(=O)OCC1=CC=CC=C1)CC#N